C(C)(C)(C)OC(NC12CCC(CC1)(CC2)CO)=O (4-(hydroxymethyl)bicyclo[2.2.2]Oct-1-yl)carbamic acid tert-butyl ester